(12E)-9-Hydroxy-10-oxo-12-octadecenoic acid OC(CCCCCCCC(=O)O)C(C\C=C\CCCCC)=O